CC1=CC=C(C=C1)S(=O)(=O)OCCCCN(C)C(=O)OC(C)(C)C 4-((tert-butoxycarbonyl)(methyl)amino)butyl 4-methylbenzenesulfonate